C(C)(C)(C)OC(=O)N1CCC(CC1)(C)CN1CCN(CC1)C(=O)OCC1=CC=CC=C1 benzyl 4-[(1-tert-butoxycarbonyl-4-methyl-4-piperidyl)methyl]piperazine-1-carboxylate